BrC1=C(C=CC=C1)C=1C(=CN(C1)C)C#N 4-(2-bromophenyl)-1-methyl-pyrrole-3-carbonitrile